2-[3-(5-fluoro-6-methyl-2-pyridyl)-1H-pyrazol-4-yl]-7-(5,6,7,8-tetrahydroimidazo[1,5-a]pyrazin-1-yl)-1,5-naphthyridine FC=1C=CC(=NC1C)C1=NNC=C1C1=NC2=CC(=CN=C2C=C1)C=1N=CN2C1CNCC2